C/C(=C/CNC1=C2C(=NC=N1)N(C=N2)[C@H]3[C@@H]([C@H]([C@@H]([C@H](O3)CO)O)O)O)/CO The molecule is an N-glycosylzeatin that is cis-zeatin having a beta-D-glucopyranosyl residue attached at position N-9. It has a role as a plant metabolite. It is a N-glycosylzeatin and a glucosyl-N(6)-isopentenyladenine.